C(C=C)(=O)OC(CC)(C)C12CC3CC(CC(C1)C3)C2 acrylic acid, 1-(adamantan-1-yl)-1-methylpropyl ester